Trans-butenediic acid C(\C=C\C(=O)O)(=O)O